(R)-1-(2-cyanoacetyl)azepan-3-yl ((R)-2-phenyl-1-((3aS,4S,6S,7aR)-3a,5,5-trimethylhexahydro-4,6-methanobenzo[d][1,3,2]dioxaborol-2-yl)ethyl)carbamate C1(=CC=CC=C1)C[C@@H](B1O[C@@]2([C@H](O1)C[C@H]1C([C@@H]2C1)(C)C)C)NC(O[C@H]1CN(CCCC1)C(CC#N)=O)=O